6,6-difluoro-bicyclo[3.1.0]hexane-3-carboxylic acid FC1(C2CC(CC12)C(=O)O)F